ClC1=CC(N(C=C1)CC1=CC(=CC=C1)I)=O 4-chloro-1-(3-iodobenzyl)pyridin-2(1H)-one